4-(cyanomethyl)-2,6-dimethoxybenzonitrile C(#N)CC1=CC(=C(C#N)C(=C1)OC)OC